ClC=1C=C2C=C(NC2=CC1C1=NC=C(N=C1)OC)CN (5-chloro-6-(5-methoxypyrazin-2-yl)-1H-indol-2-yl)methanamine